7'-(tert-Butyl)-3,4'-dimethyl-1-phenyl-1'H-spiro[pyrazole-4,2'-quinolin]-5(1H)-one C(C)(C)(C)C1=CC=C2C(=CC3(NC2=C1)C(=NN(C3=O)C3=CC=CC=C3)C)C